[C@H](C)(CC)NC=1N=CC2=C(N1)NC=C2C2=CC=1N(C=C2)N=CC1C(=O)N[C@@H]1CC[C@H](CC1)OC 5-(2-(((S)-sec-butyl)amino)-7H-pyrrolo[2,3-d]pyrimidin-5-yl)-N-(trans-4-methoxycyclohexyl)pyrazolo[1,5-a]pyridine-3-carboxamide